α,2,4,6,6,8-hexamethylcyclotetrasiloxanepropanoic acid 3-(trimethoxysilyl)propyl ester CO[Si](CCCOC(C(C[Si]1(O[SiH](O[Si](O[SiH](O1)C)(C)C)C)C)C)=O)(OC)OC